2-(2-methyl-1,3-benzothiazol-5-yl)-7-(piperazin-1-yl)-4H-pyrido[1,2-a]pyrimidin-4-one CC=1SC2=C(N1)C=C(C=C2)C=2N=C1N(C(C2)=O)C=C(C=C1)N1CCNCC1